α-methyl-γ-caprolactone CC1C(=O)OC(C1)CC